[N+](=O)([O-])C1=C(C#N)C=CC=C1NC1=CC=CC=C1 2-nitro-3-(phenylamino)benzonitrile